1,4-bis((4-(allyloxy)phenethyl)amino)anthracene-9,10-dione C(C=C)OC1=CC=C(CCNC2=CC=C(C=3C(C4=CC=CC=C4C(C23)=O)=O)NCCC2=CC=C(C=C2)OCC=C)C=C1